pyrimidinylbinaphthyl N1=C(N=CC=C1)C1=C(C2=CC=CC=C2C=C1)C1=CC=CC2=CC=CC=C12